FC1=C(C(=CC=2CC[C@H](CC12)[C@H]1CNCC1)O)N1CC(NS1(=O)=O)=O |r| 5-{(7RS)-1-fluoro-3-hydroxy-7-[(3SR)-pyrrolidin-3-yl]-5,6,7,8-tetrahydronaphthalen-2-yl}-1λ6,2,5-thiadiazolidine-1,1,3-trione